Cl.C(C)OC(COC1=CC=C(C=C1)C(C1=C(C=NC2=CC(=CC=C12)O)C1=C(C=C(C=C1)C(F)(F)F)F)O)OCC 4-((4-(2,2-diethoxyethoxy)phenyl)(hydroxy)methyl)-3-(2-fluoro-4-(trifluoromethyl)phenyl)quinolin-7-ol HCl